COC=1C=C(C=C(C1)OC)C(=O)C=1N=C(NC1)C1=CC=CC=C1 (3,5-dimethoxyphenyl)(2-phenyl-1H-imidazol-4-yl)methanone